[(3S,9aS)-3-(1,3-benzothiazol-2-yl)-3-hydroxy-1,4,6,7,9,9a-hexahydropyrazino[2,1-c][1,4]oxazin-8-yl]-(2-chloro-3-methoxy-phenyl)methanone S1C(=NC2=C1C=CC=C2)[C@@]2(CN1[C@H](CO2)CN(CC1)C(=O)C1=C(C(=CC=C1)OC)Cl)O